FC1=C(C=CC=C1)P(C1=CC=CC=C1)C#CC(C)C (2-fluorophenyl)(3-methyl-1-butynyl)(phenyl)phosphine